N-methyl-4-bromo-2-nitroaniline CNC1=C(C=C(C=C1)Br)[N+](=O)[O-]